{4-[(2S)-6-{[(tert-butoxy)carbonyl]amino}-2-[(2S)-2-[6-(2,5-dioxo-2,5-dihydro-1H-pyrrol-1-yl)hexanamido]-3-methylbutanamido]hexanamido]phenyl}methyl 4-nitrophenyl carbonate C(OCC1=CC=C(C=C1)NC([C@H](CCCCNC(=O)OC(C)(C)C)NC([C@H](C(C)C)NC(CCCCCN1C(C=CC1=O)=O)=O)=O)=O)(OC1=CC=C(C=C1)[N+](=O)[O-])=O